1-(3-fluoro-2-methylbenzyl)-3-(6-methoxy-5-(1H-pyrazol-4-yl)pyridin-2-yl)-8-(3-phenylbutyryl)-1,3,8-triazaspiro[4.5]decan-2-one FC=1C(=C(CN2C(N(CC23CCN(CC3)C(CC(C)C3=CC=CC=C3)=O)C3=NC(=C(C=C3)C=3C=NNC3)OC)=O)C=CC1)C